methyl 2-[3-chloro-4-[4-(2,2-dimethoxyethyl)-1-piperidyl]phenyl]-acetate ClC=1C=C(C=CC1N1CCC(CC1)CC(OC)OC)CC(=O)OC